4-(3-bromobenzyl)-2,5-dimethylaniline BrC=1C=C(CC2=CC(=C(N)C=C2C)C)C=CC1